ClC=1C(=C(OC2=NC=NC3=CC(=C(C=C23)[C@]2(N(CCN(C2)C)C(=O)N)C)OC)C=CC1)F 4-(3-chloro-2-fluorophenoxy)-7-methoxyquinazolin-6-yl-4-methyl-(R)-2-methylpiperazine-1-carboxamide